ON1CC=CC=C1 hydroxydihydropyridine